(E)-1-((S)-3-Hydroxypyrrolidin-1-yl)-4-((1-(((5-((Z)-4,4,4-trifluoro-1-(3-fluoro-1H-indazol-5-yl)-2-phenylbut-1-en-1-yl)pyridin-2-yl)oxy)methyl)cyclopropyl)amino)but-2-en-1-one O[C@@H]1CN(CC1)C(\C=C\CNC1(CC1)COC1=NC=C(C=C1)\C(=C(\CC(F)(F)F)/C1=CC=CC=C1)\C=1C=C2C(=NNC2=CC1)F)=O